C(C)(=O)N1CCC(CC1)NC=1C=C(C(=O)OC)C(=CN1)Cl methyl 2-((1-acetylpiperidin-4-yl)amino)-5-chloroisonicotinate